1-(4-(2-(2,6-dimethylpyridin-4-yl)-3-isopropyl-1H-indol-5-yl)piperidin-1-yl)-2-hydroxy-2-methylpropan-1-one CC1=NC(=CC(=C1)C=1NC2=CC=C(C=C2C1C(C)C)C1CCN(CC1)C(C(C)(C)O)=O)C